3-(4-piperidinyl)benzonitrile N1CCC(CC1)C=1C=C(C#N)C=CC1